(S)-3-amino-2-(4-chlorophenyl)-N-(isoquinolin-6-yl)propionamide nonyl-8-((6-((4,4-bis(((Z)-oct-5-en-1-yl)oxy)butanoyl)oxy)hexyl)(methyl)amino)-7-hydroxyoctanoate C(CCCCCCCC)OC(CCCCCC(CN(C)CCCCCCOC(CCC(OCCCC\C=C/CC)OCCCC\C=C/CC)=O)O)=O.NC[C@@H](C(=O)NC=1C=C2C=CN=CC2=CC1)C1=CC=C(C=C1)Cl